(3R,5R)-3,5-dihydroxyhexanoate O[C@@H](CC(=O)[O-])C[C@@H](C)O